5-bromo-4-iodo-1-(triisopropylsilyl)-1H-pyrrolo[2,3-b]pyridine BrC=1C(=C2C(=NC1)N(C=C2)[Si](C(C)C)(C(C)C)C(C)C)I